C1(=C2C(=CN=N1)CNCC2)C2=C(C=C(C=C2)C(F)(F)F)O 5,6,7,8-tetrahydropyrido[3,4-d]pyridazin-1-yl-5-(trifluoromethyl)phenol